tert-butyl ((1R,3S)-3-acetylcyclopentyl)carbamate C(C)(=O)[C@@H]1C[C@@H](CC1)NC(OC(C)(C)C)=O